N1C=CC=2C1=NC=C(C2)OC2=C(C(=O)OC)C=CC(=C2)N2CCC(CC2)C[C@H]2[C@@H](CC(CC2)(C)C)C2=CC=C(C=C2)Cl Trans-methyl 2-(1H-pyrrolo[2,3-b]pyridin-5-yloxy)-4-(4-((2-(4-chlorophenyl)-4,4-dimethylcyclohexyl)methyl)piperidin-1-yl)benzoate